C1(CC1)C1=NC=NC(=C1C1=NC=2N(C(C(N(C2C=N1)C)=O)=O)CC1=CC=C(C=C1)N1N=C(C=C1C)C(F)(F)F)OC 2-(4-cyclopropyl-6-methoxypyrimidin-5-yl)-5-methyl-8-(4-(5-methyl-3-(trifluoromethyl)-1H-pyrazol-1-yl)benzyl)-5,8-dihydropteridine-6,7-dione